3-(3,4-dichlorophenyl)-5-(piperidin-4-yl)-1,2,4-oxadiazole ClC=1C=C(C=CC1Cl)C1=NOC(=N1)C1CCNCC1